methyl N-[5-[6-[(2-methoxy-4-pyridyl)-methyl-carbamoyl]-4-methyl-benzimidazol-1-yl]-2-pyridyl]carbamate COC1=NC=CC(=C1)N(C(=O)C=1C=C(C2=C(N(C=N2)C=2C=CC(=NC2)NC(OC)=O)C1)C)C